ClC1=C(C(=CC=C1)Cl)C1=CC2=C(N=C(N=C2)NC2=CC(=CC=C2)SC)N(C1=O)C 6-(2,6-dichlorophenyl)-8-methyl-2-((3-(methylthio)phenyl)amino)pyrido[2,3-d]pyrimidin-7(8H)-one